CN1CC(N(CC1)C(=O)C1=C(C=C(C=C1)NC(=O)C1CC1)C=1SC(=CC1)C)C1=CC=CC=C1 N-[4-(4-methyl-2-phenylpiperazine-1-carbonyl)-3-(5-methylthiophen-2-yl)phenyl]cyclopropanecarboxamide